FC1=CC2=C(N=C(S2)CNN2C(CCC2)=O)C=C1 1-(((6-fluorobenzo[d]thiazol-2-yl)methyl)amino)pyrrolidin-2-one